Propan-2-yl (4-{3-[3-(trifluoromethyl)phenyl]-1,2,4-oxadiazol-5-yl}phenyl)carbamate FC(C=1C=C(C=CC1)C1=NOC(=N1)C1=CC=C(C=C1)NC(OC(C)C)=O)(F)F